O1N(NCC=C1)C=1C(NN=CC1)=O DIHYDROOXADIAZINYL-PYRIDAZINONE